3-phenyl-epoxypropane C1(=CC=CC=C1)CC1CO1